Br.Br.FC=1C=C2CC[C@@H](CC2=C(C1)F)N[C@H](C(=O)NC=1N=CN(C1)C(CNCC(C)(C)C)(C)C)CCC (2S)-2-[[(2S)-6,8-Difluoro-1,2,3,4-tetrahydro-2-naphthalenyl]amino]-N-[1-[2-[(2,2-dimethylpropyl)amino]-1,1-dimethylethyl]-1H-imidazol-4-yl]pentanamide dihydrobromide